imidazolide [N-]1C=NC=C1